CCCCCCCCCCCCCCCCCC(=O)NCCNC(=O)CCCCCCCCCCCCCCCCC N,N'-Ethylenebisoctadecanamide